NC(C#N)CC12CC(C1)(C2)C=2C=CC1=C(N(C(O1)=O)C)C2 2-amino-3-(3-(3-methyl-2-oxo-2,3-dihydrobenzo[d]oxazol-5-yl)bicyclo[1.1.1]pentan-1-yl)propanenitrile